NCC1=CC(=C(C=C1)NC(=O)C1=CC2=C(OCCC3=C2SC=C3)C=C1C=1C(=NC(=CC1)C(NCCC)=O)C(=O)O)C(NC1CC1)=O 3-(9-((4-(aminomethyl)-2-(cyclopropylcarbamoyl)phenyl)carbamoyl)-4,5-dihydrobenzo[b]thieno[2,3-d]oxepin-8-yl)-6-(propylcarbamoyl)picolinic acid